7-[4-(methoxymethyl)-4-methylpiperidin-1-yl]pyrazolo[1,5-a]pyridine-6-carboxylic acid COCC1(CCN(CC1)C1=C(C=CC=2N1N=CC2)C(=O)O)C